maleic acid triacrylate C(C=C)(=O)O.C(C=C)(=O)O.C(C=C)(=O)O.C(\C=C/C(=O)O)(=O)O